5-(4-bromophenyl)-4-oxo-1,4-dihydropyridine-3-carboxylic acid ethyl ester C(C)OC(=O)C1=CNC=C(C1=O)C1=CC=C(C=C1)Br